C1(=CC=CC=C1)C1=CC(=NC=C1)C=1SCC(N1)O 2-(4-phenylpyridin-2-yl)-4,5-dihydrothiazol-4-ol